(R)-2-methyl-N-((1R,8R,9R,10R,11R,12S,13R,E)-11,12,13-trihydroxy-8-methyl-14-oxa-2-thiabicyclo[8.3.1]tetradec-6-en-9-yl)propane-2-sulfinamide CC(C)(C)[S@@](=O)N[C@@H]1[C@@H](/C=C/CCCS[C@@H]2[C@@H]([C@H]([C@H]([C@@H]1O2)O)O)O)C